OC1=C(C(CCC1)=O)C(=O)C=1C=C2C(NC(N(C2=CC1)C)=O)=O 6-[(2-hydroxy-6-oxocyclohex-1-en-1-yl)carbonyl]-1-methyl-quinazoline-2,4(1H,3H)-dione